C1(CC1)C=1C=C(CN(C(CN(S(=O)(=O)C2=C(C(=C(C(=C2F)F)F)F)F)CC2=C(C=CC=C2)F)=O)C2=CC(=C(C(=O)O)C=C2)O)C=C(C1)CC(C)C 4-(N-(3-cyclopropyl-5-isobutylbenzyl)-2-(N-(2-fluorobenzyl)-(2,3,4,5,6-pentafluoro-phenyl)sulfonamido)acetamido)-2-hydroxybenzoic acid